C(C(C)C)C1=CC(=C(C#N)C=C1)N1CCN(CC1)CC1=NOC(=C1)C 4-isobutyl-2-(4-((5-methylisoxazol-3-yl)methyl)piperazin-1-yl)benzonitrile